chromium acetoacetate chromate [Cr](=O)(=O)([O-])[O-].C(CC(=O)C)(=O)[O-].[Cr+3]